FC=1C=C2C(=CN=C(C2=CC1F)OC)[C@@H](C)N(C(=O)C=1C=C2C(=CC=CN2C1)F)C (R)-N-(1-(6,7-difluoro-1-methoxyisoquinolin-4-yl)ethyl)-8-fluoro-N-methylindolizine-2-carboxamide